ClC=1C=C2CCCN(C2=CC1)C1CN(CC1)C(=O)OC(C)(C)C tert-butyl 3-(6-chloro-3,4-dihydroquinolin-1(2H)-yl)pyrrolidine-1-carboxylate